ClC1=CC=C2C=CC=C(C2=C1)O 7-chloronaphthol